1-((1S,5S)-6-(4-ethoxyphenyl)-9,9-dimethyl-3,6-diazabicyclo[3.2.2]nonane-3-carbonyl)piperidine-4-carbonitrile C(C)OC1=CC=C(C=C1)N1[C@@H]2CN(C[C@H](C1)CC2(C)C)C(=O)N2CCC(CC2)C#N